5-bromo-3,3-dimethylvaleronitrile BrCCC(CC#N)(C)C